2-oxo-1,3-propanedisulfonic acid O=C(CS(=O)(=O)O)CS(=O)(=O)O